2-((((9H-Fluoren-9-yl)methoxy)carbonyl)(methyl)amino)-4-(2-fluorophenyl)butanoic acid C1=CC=CC=2C3=CC=CC=C3C(C12)COC(=O)N(C(C(=O)O)CCC1=C(C=CC=C1)F)C